C(#N)C1=CN=C(S1)N1CCC(=CC1)C=1C(=CC(=C(C1)NC(=O)C1=CNC(C=C1C(F)(F)F)=O)N1C[C@H](N([C@H](C1)C)C)C)F N-[5-[1-(5-cyano-1,3-thiazol-2-yl)-3,6-dihydro-2H-pyridin-4-yl]-4-fluoro-2-[(3R,5S)-3,4,5-trimethylpiperazin-1-yl]phenyl]-6-oxo-4-(trifluoromethyl)-1H-pyridine-3-carboxamide